trans-3-(cyanomethyl)-N-{cis-3-[methyl-(7H-pyrrolo[2,3-d]pyrimidin-4-yl)amino]-cyclobutyl}cyclobutanesulfonamide C(#N)C[C@@H]1C[C@H](C1)S(=O)(=O)N[C@@H]1C[C@@H](C1)N(C=1C2=C(N=CN1)NC=C2)C